C(#N)C1=CC=C(C=C1)C=1NC2=C(C=C(C=C2C1CCC(=O)[O-])F)F 3-[2-(4-cyanophenyl)-5,7-difluoro-1H-indol-3-yl]propanoate